3-FORMYL-7-METHOXYCHROMONE C(=O)C1=COC2=CC(=CC=C2C1=O)OC